1-Ethyl-5-oxo-N-(4-((4-(pyrrolidin-1-yl)phenyl)amino)benzyl)pyrrolidine-3-carboxamide C(C)N1CC(CC1=O)C(=O)NCC1=CC=C(C=C1)NC1=CC=C(C=C1)N1CCCC1